C(CC=C)OC1=C(C=C(C=C1)C1=NOC(=N1)[C@H]1N(CCC1)\C(\NC(=O)OC(C)(C)C)=N/C(OC(C)(C)C)=O)C(F)(F)F tert-butyl (S,Z)-((2-(3-(4-(but-3-en-1-yloxy)-3-(trifluoromethyl)phenyl)-1,2,4-oxadiazol-5-yl)pyrrolidin-1-yl)((tert-butoxycarbonyl)amino)methylene)carbamate